Dichloro-5-n-butyl-12-methyl-1,5,8,12-tetraazabicyclo[6.6.2]hexadecane manganese (II) [Mn+2].ClC1(N2CCN(CCCN(CCN(CC1)CCCC)CC2)C)Cl